N-((3S,4S)-4-(3-chlorophenyl)-1-(imidazo[1,5-a]pyridine-8-carbonyl)piperidin-3-yl)thiazole-5-carboxamide ClC=1C=C(C=CC1)[C@H]1[C@@H](CN(CC1)C(=O)C=1C=2N(C=CC1)C=NC2)NC(=O)C2=CN=CS2